2-(5-Fluoro-2-hydroxy-phenyl)-2-(7-morpholinoindazol-2-yl)-N-thiazol-2-yl-acetamide FC=1C=CC(=C(C1)C(C(=O)NC=1SC=CN1)N1N=C2C(=CC=CC2=C1)N1CCOCC1)O